CC1(C=2C=CC(=CC2C(CC1)(C)C)NC(=O)C1=CC=C(C(=O)O)C=C1)C 4-[(5,5,8,8-Tetramethyl-6,7-dihydronaphthalen-2-yl)carbamoyl]benzoic acid